(E)-ethyl 3-(amino(methoxycarbonylamino)methyleneamino)-1-(2-((2-(3-chloro-2-fluorobenzylamino)-2-oxoethyl)(isopropyl)amino)-2-oxoethyl)-1H-pyrazole-4-carboxylate N/C(/NC(=O)OC)=N\C1=NN(C=C1C(=O)OCC)CC(=O)N(C(C)C)CC(=O)NCC1=C(C(=CC=C1)Cl)F